FC1=CC=C2C(C(NC2=C1F)=O)(C1=CC=C(C=C1)O)C=1C=CC2=C(NC(O2)=O)C1 5-(6,7-difluoro-3-(4-hydroxyphenyl)-2-oxoindol-3-yl)benzo[d]oxazol-2(3H)-one